9-phenanthrolinecarboxylic acid N1=CC=CC2=CC=C3C=CC(=NC3=C12)C(=O)O